The molecule is a decanoate ester obtained by the formal condensation of the carboxy group of decanoc acid (capric acid) with the alcoholic hydroxy group of isobutanol. It has a role as a metabolite. It derives from an isobutanol. CCCCCCCCCC(=O)OCC(C)C